NN1C=NC(=C2N3C(N=C12)N(C(N3C)=O)CCN3CCN(CC3)C3=CC(=CC=C3)C=3OC(=NN3)C)C=3OC=CC3 5-Amino-8-(2-furyl)-1-methyl-3-[2-[4-[3-(5-methyl-1,3,4-oxadiazol-2-yl)phenyl]piperazin-1-yl]ethyl]-[1,2,4]triazolo[5,1-f]purin-2-one